FC1(OC2=C(O1)C=CC(=C2)CCC(=O)O)F 3-(2,2-difluoro-2H-1,3-benzodioxol-5-yl)propionic acid